4,4,4-Trifluoroacetoacetate FC(C(CC(=O)[O-])=O)(F)F